3-(3-fluoropyridin-2-yl)-N-(4-(trifluoro-methyl)pyridin-2-yl)-1,2,4-oxadiazol-5-amine FC=1C(=NC=CC1)C1=NOC(=N1)NC1=NC=CC(=C1)C(F)(F)F